C1(CCCC1)C1CCN(CC1)C(=O)C1(CCCC1)NC1=CC=C(C#N)C=C1 4-((1-(4-(cyclopentyl)piperidine-1-carbonyl)cyclopentyl)amino)benzonitrile